2-(2-chloro-5-((cis)-3-methyl-6-azabicyclo[3.1.1]heptane-6-carboxamido)phenyl)-2H-1,2,3-triazole-4-carboxylate ClC1=C(C=C(C=C1)NC(=O)N1C2CC(CC1C2)C)N2N=CC(=N2)C(=O)[O-]